(S)-2-(2-((2-(2,3-dichlorophenyl)propan-2-yl)amino)-2-oxoethyl)pyrrolidine-1-carboxylic acid tert-butyl ester C(C)(C)(C)OC(=O)N1[C@@H](CCC1)CC(=O)NC(C)(C)C1=C(C(=CC=C1)Cl)Cl